ClC=1N=C(C2=C(N1)C(=CS2)C)N2CCC(CC2)=O 1-(2-chloro-7-methylthieno[3,2-d]pyrimidin-4-yl)piperidin-4-one